C(C)C1=CC=C(C=C1)S(=O)(=O)C=1C=NC2=CC=C(C=C2C1N1CCC2(OCCO2)CC1)OC(F)(F)F 8-(3-((4-ethylphenyl)sulfonyl)-6-(trifluoromethoxy)quinolin-4-yl)-1,4-dioxa-8-azaspiro[4.5]decane